CC1=CC(=NC=C1)NCCCCC(=O)NCC(=O)NCCC(=O)O 3-(2-(5-((4-methylpyridin-2-yl)amino)pentanoylamino)acetamido)propanoic acid